C(C)C=1OC2=C(N1)C=CC=1CC[C@H](C12)CCNC(C)=O (S)-N-[2-(2-ethyl-7,8-dihydro-6H-indeno[5,4-d][1,3]oxazol-8-yl)ethyl]acetamide